4-(benzyloxycarbonyl)-1-(4-bromo-2-nitrophenyl)piperazine-2-carboxylic acid C(C1=CC=CC=C1)OC(=O)N1CC(N(CC1)C1=C(C=C(C=C1)Br)[N+](=O)[O-])C(=O)O